O=C1N(CCC(N1)=O)C1=CC(=C(OCC(=O)O)C=C1)F 2-(4-(2,4-dioxotetrahydropyrimidin-1(2H)-yl)-2-fluorophenoxy)acetic acid